NCN1C=NC=C1 3-(aminomethyl)imidazole